4-amino-2-(4-butylphenyl)-6-methylpyrimidine-5-carboxylic acid NC1=NC(=NC(=C1C(=O)O)C)C1=CC=C(C=C1)CCCC